5-((6-(4-(4-(8-bromoquinolin-2-yl)-1H-pyrazol-1-yl)piperidin-1-yl)-6-oxohexyl)amino)-2-(2,6-dioxopiperidin-3-yl)isoindoline-1,3-dione BrC=1C=CC=C2C=CC(=NC12)C=1C=NN(C1)C1CCN(CC1)C(CCCCCNC=1C=C2C(N(C(C2=CC1)=O)C1C(NC(CC1)=O)=O)=O)=O